N-(3,4-dichloro-2-fluorophenyl)-6-(1,6-diazaspiro[3.3]heptan-6-yl)pyrido[3,2-d]pyrimidin-4-amine ClC=1C(=C(C=CC1Cl)NC=1C2=C(N=CN1)C=CC(=N2)N2CC1(CCN1)C2)F